[2-fluoro-1-(fluoromethyl)ethyl] 4-methylbenzenesulfonate CC1=CC=C(C=C1)S(=O)(=O)OC(CF)CF